ClC1=CC(=C(C=C1)C1=NC(=NC2=NC(=C(N=C12)C)C)[C@H]1C[C@H](O[C@H](C1)C=1C=NN(C1)C)C)F 4-(4-chloro-2-fluorophenyl)-6,7-dimethyl-2-((2r,4s,6r)-2-methyl-6-(1-methyl-1H-pyrazol-4-yl)tetrahydro-2H-pyran-4-yl)pteridine